C(C)(C)OC(N[C@@H]1CC[C@H](CC1)C=1SC(=CN1)C1=C(C=C(C=C1)Br)S(=O)(=O)C1CC1)=O trans-N-[4-[5-(4-bromo-2-cyclopropylsulfonyl-phenyl)thiazol-2-yl]cyclohexyl]carbamic acid isopropyl ester